16-Bromo-1-phenyl-2,5,8,11,14-pentaoxahexadecane BrCCOCCOCCOCCOCCOCC1=CC=CC=C1